N-[1-[[7-cyano-2-(2-oxoethyl)-2,3-dihydro-1H-inden-5-yl]oxymethyl]cyclopropyl]carbamic acid tert-butyl ester C(C)(C)(C)OC(NC1(CC1)COC=1C=C2CC(CC2=C(C1)C#N)CC=O)=O